(R)-2-amino-2-(4-ethylsulfonylphenyl)ethanol N[C@@H](CO)C1=CC=C(C=C1)S(=O)(=O)CC